tert-Butyl 4-(3-fluoro-5-(methoxycarbonyl)phenyl)piperazine-1-carboxylate FC=1C=C(C=C(C1)C(=O)OC)N1CCN(CC1)C(=O)OC(C)(C)C